peroxy-diisopropyl dicarbonate C1(=O)OC(C)(C)OOC(C)(C)OC(O1)=O